CN1C(C=C(C2=CC(=CC=C12)C#N)C)=O 1,4-dimethyl-2-oxo-1,2-dihydroquinoline-6-carbonitrile